COC1=C(C(CN)=CC=C1)O 3-Methoxysalicylamine